(S)-N-(5-(difluoromethyl)-2-methoxyphenyl)-3-(3-fluoro-4-methylphenyl)-3-(1,2,4-thiadiazol-5-yl)pyrrolidine-1-carbothioamide FC(C=1C=CC(=C(C1)NC(=S)N1C[C@@](CC1)(C1=NC=NS1)C1=CC(=C(C=C1)C)F)OC)F